Methyl 1-(2-(tert-butyldimethylsilyloxy) ethyl)-4,6,7-trifluoro-1H-indole-2-carboxylate [Si](C)(C)(C(C)(C)C)OCCN1C(=CC2=C(C=C(C(=C12)F)F)F)C(=O)OC